(R)-11-amino-3-cyclopropyl-7-(1-methylcyclopropyl)-4,5,6,7-tetrahydroisoxazolo[4'',3'':6',7']cyclohepta[1',2':4,5]pyrrolo[2,3-d]pyrimidin-4-ol NC=1C2=C(N=CN1)N(C1=C2C=2C([C@@H](CC1)O)=C(ON2)C2CC2)C2(CC2)C